2-(6-methoxypyridin-3-yl)-9,9-dimethyl-8-oxo-2-azaspiro[4.5]dec-6-ene-7-carbonitrile COC1=CC=C(C=N1)N1CC2(CC1)C=C(C(C(C2)(C)C)=O)C#N